(S)-1-(4-(4-((4-([1,2,4]triazolo[1,5-a]pyridin-7-yloxy)-3-methylphenyl)amino)pyrrolo[2,1-f][1,2,4]triazin-5-yl)azepan-1-yl)prop-2-en-1-one N=1C=NN2C1C=C(C=C2)OC2=C(C=C(C=C2)NC2=NC=NN1C2=C(C=C1)[C@@H]1CCN(CCC1)C(C=C)=O)C